3-(2-hydroxy-2-methylpropoxy)-5-(5-methyl-1,3-thiazol-2-yl)-N-{(1R)-1-[2-(trifluoromethyl)pyrimidin-5-yl]ethyl}benzamide OC(COC=1C=C(C(=O)N[C@H](C)C=2C=NC(=NC2)C(F)(F)F)C=C(C1)C=1SC(=CN1)C)(C)C